C1OCC12CN(C2)CCN2C(C(=C(C1=CC(=CN=C21)C2=CC=C(C=C2)OC)O)C(=O)NC2(CCCCC2)C(=O)O)=O 1-(1-(2-(2-oxa-6-azaspiro[3.3]heptan-6-yl)ethyl)-4-hydroxy-6-(4-methoxyphenyl)-2-oxo-1,2-dihydro-1,8-naphthyridine-3-carboxamido)cyclohexane-1-carboxylic acid